NC=1C=2N(C(=CN1)C(F)(F)F)C(=NC2C2=C(C(=C(C=C2)NC(C(O)C2=CC(=CC=C2)F)=O)F)F)C([2H])([2H])[2H] N-[4-[8-amino-3-(trideuteriomethyl)-5-(trifluoromethyl)imidazo[1,5-a]pyrazin-1-yl]-2,3-difluoro-phenyl]-2-(3-fluorophenyl)-2-hydroxy-acetamide